ClC1=NC=C(C=C1NS(=O)(=O)C1=C(C=CC=C1F)F)C=1C=C2C(=NC=NC2=CC1)N1CC2(CN(C2)C(\C=C\C(C)=O)=O)CC1 (E)-N-(2-chloro-5-(4-(2-(4-oxopent-2-enoyl)-2,6-diazaspiro[3.4]octan-6-yl)quinazolin-6-yl)pyridin-3-yl)-2,6-difluorobenzenesulfonamide